C1=CC(C=C2OC3=CC=CC=C3C=C12)=O 3H-xanthen-3-one